NCC1=CC=NN1C=1C=C(OC=2C=CC(=C(C2)C2=NN(C=C2NC(=O)C=2C=NN3C2N=CC=C3)C)OC(F)F)C=CC1 N-[3-[5-[3-[5-(aminomethyl)pyrazol-1-yl]phenoxy]-2-(difluoromethoxy)phenyl]-1-methyl-pyrazol-4-yl]pyrazolo[1,5-a]pyrimidine-3-carboxamide